C(C(C)(C)C)(=O)O[C@@H]1CN(CC=C1)C1CCCCC1 (S)-1-cyclohexyl-1,2,3,6-tetrahydropyridin-3-yl pivalate